P(=O)(OCC(COCCCCCCCCCCCCCCCCCC)OCCCCCCCCCCCCCCCCCC)(OCCBr)[O-] 2,3-bis(octadecyloxy)propyl (2-bromoethyl) phosphate